C(C)(C)OC(N(CC1=C(C=CC=C1)C)C)=O isopropyl-methylphenyl-N,N-dimethylcarbamate